5-(4-chlorophenyl)-4-methyl-2-(4-((1-methyl-4-(trifluoromethyl)cyclohexyl)methoxy)phenyl)-1H-imidazole ClC1=CC=C(C=C1)C1=C(N=C(N1)C1=CC=C(C=C1)OCC1(CCC(CC1)C(F)(F)F)C)C